ClC=1C=C(C=CC1C(C)C)NC(C(CCC)C)=O N-[3-chloro-4-(1-methyl-ethyl)-phenyl]-2-methylpentanamid